FC1(CC2C(C2C1)NC1=C(C=C(C=N1)S(=O)(=O)N(C)CC1=CC=C(C=C1)OC)C=1N=CN(C1)C)F 6-((3,3-difluorobicyclo[3.1.0]hexan-6-yl)amino)-N-(4-methoxybenzyl)-N-methyl-5-(1-methyl-1H-imidazol-4-yl)pyridine-3-sulfonamide